ClC1=C(C=CC(=C1)CNCCOC(F)(F)F)N1N=CC(=C1)C1=NC(=NC=C1C#N)NC1CCN(CC1)S(=O)(=O)C 4-(1-(2-Chloro-4-(((2-(trifluoromethoxy)ethyl)amino)methyl)phenyl)-1H-pyrazol-4-yl)-2-((1-(methylsulfonyl)piperidin-4-yl)amino)pyrimidine-5-carbonitrile